1-[2-[4-(2-chlorophenyl)-2-oxo-chromen-7-yl]oxypropionyl]piperidine-3-sulfonic acid ClC1=C(C=CC=C1)C1=CC(OC2=CC(=CC=C12)OC(C(=O)N1CC(CCC1)S(=O)(=O)O)C)=O